C\C(=C/C(=O)OCC)\CCC ethyl (E)-3-methylhex-2-enoate